The molecule is a member of the class of xanthones that is 9H-xanthen-9-one substituted by hydroxy groups at positions 1 and 3, a 2-hydroxybenzyl group at position 2 and a 3-phenylpropanoyl group at position 4. It is isolated from the roots of Uvaria acuminata and exhibits potent cytotoxicity against human promyelocytic leukemia HL-60 cells. It has a role as a metabolite and an antineoplastic agent. It is a member of xanthones, a member of phenols and a member of dihydrochalcones. C1=CC=C(C=C1)CCC(=O)C2=C(C(=C(C3=C2OC4=CC=CC=C4C3=O)O)CC5=CC=CC=C5O)O